3-(2H-benzotriazol-2-yl)-5-(1,1-dimethylethyl)-4-hydroxy-benzenepropionic acid N=1N(N=C2C1C=CC=C2)C=2C=C(C=C(C2O)C(C)(C)C)CCC(=O)O